C(C1=CC=CC=C1)NC1=C2N=CN(C2=NC(=N1)C=1C(=NC=CC1)C)[C@H]1[C@@H]([C@@H]([C@H](O1)C(=O)NC)O)O (2S,3S,4R,5R)-5-(6-(benzylamino)-2-(2-methylpyridin-3-yl)-9H-purin-9-yl)-3,4-dihydroxy-N-methyltetrahydrofuran-2-carboxamide